(2S)-2-hydroxy-3-methyl-N-[(3R,5S)-5-methyl-1-[8-(trifluoromethyl)quinolin-5-yl]piperidin-3-yl]butanamide O[C@H](C(=O)N[C@H]1CN(C[C@H](C1)C)C1=C2C=CC=NC2=C(C=C1)C(F)(F)F)C(C)C